N-(2-(5-Ethyl-7-oxo-3-(2-oxo-2-((4-(trifluoromethyl)phenyl)amino)ethyl)-2-(piperidin-4-yl)-3,7-dihydro-[1,2,4]triazolo[1,5-a]pyrimidin-6-yl)phenyl)acrylamide C(C)C=1N=C2N(C(C1C1=C(C=CC=C1)NC(C=C)=O)=O)N=C(N2CC(NC2=CC=C(C=C2)C(F)(F)F)=O)C2CCNCC2